C(OC1=CC=C(C=C1)CCCC)(OC1=CC=CC=C1)=O 4-n-Butylphenyl phenyl carbonate